2-(3-(((1R,3R,4S,5S)-4-fluoro-1-methyl-9-azabicyclo[3.3.1]nonan-3-yl)(methyl)amino)-1,2,4-triazin-6-yl)-5-(1H-imidazol-1-yl)phenol F[C@@H]1[C@@H](C[C@]2(CCC[C@@H]1N2)C)N(C=2N=NC(=CN2)C2=C(C=C(C=C2)N2C=NC=C2)O)C